ClC1=CC=C(C(=N1)C(=O)NS(=O)(=O)C)N[C@H](C)C=1C=C(C=C2C(N(C(=NC12)N(C)CC1CC1)C)=O)C (R)-6-chloro-3-((1-(2-((cyclopropylmethyl)(methyl)amino)-3,6-dimethyl-4-oxo-3,4-dihydroquinazolin-8-yl)ethyl)amino)-N-(methylsulfonyl)picolinamide